spiro[fluorene-9,9'-thioxanthene]-2,7-diol C1=CC=CC=2SC3=CC=CC=C3C3(C12)C1=CC(=CC=C1C=1C=CC(=CC13)O)O